Cl.FC1=CC(=NC=C1)NC(C1=CC=CC=C1)=O N-(4-fluoropyridin-2-yl)benzamide hydrochloride